(3S)-N-cyclobutyl-5-cyclohexyl-3-{[5-(2,6-dimethoxyphenyl)-1-(2-methylpropyl)-1H-pyrazol-3-yl]formamido}pentanamide C1(CCC1)NC(C[C@H](CCC1CCCCC1)NC(=O)C1=NN(C(=C1)C1=C(C=CC=C1OC)OC)CC(C)C)=O